C(CCCCCCCCCCCCCCC)C(C(=O)O)CCCCCCCCCCCCCCCC cetylstearic acid